2,2'-thiobis(4-tert-octyl-phenolate) S(C1=C(C=CC(=C1)C(C)(C)CC(C)(C)C)[O-])C1=C(C=CC(=C1)C(C)(C)CC(C)(C)C)[O-]